3-(aminomethyl)-1-(5-chloro-3-fluoropyridin-2-yl)-3-methyl-4-(4-(trifluoromethyl)benzyl)piperazine-2,5-dione NCC1(C(N(CC(N1CC1=CC=C(C=C1)C(F)(F)F)=O)C1=NC=C(C=C1F)Cl)=O)C